Tert-butyl (3aR,6aS)-5-(2,5-dichloropyrimidin-4-yl)hexahydropyrrolo[3,4-c]pyrrole-2(1H)-carboxylate ClC1=NC=C(C(=N1)N1C[C@@H]2[C@H](C1)CN(C2)C(=O)OC(C)(C)C)Cl